[18F]C1=CC=C(C2=CC=CC=C12)C(=O)OC methyl 4-[18F]fluoro-1-naphthoate